(2E,6Z)-non-2,6-diene-1-ol C(\C=C\CC\C=C/CC)O